methyl ((1-((3-((5-ethyl-2-(2-(2-oxooxazolidin-3-yl)ethoxy)phenyl)sulfonamido)-4-methoxybenzo[d]isoxazol-6-yl)methyl)-1H-pyrazol-4-yl)methyl)carbamate C(C)C=1C=CC(=C(C1)S(=O)(=O)NC1=NOC2=C1C(=CC(=C2)CN2N=CC(=C2)CNC(OC)=O)OC)OCCN2C(OCC2)=O